CC1(CC=2CC3=CC=CC=C3C2C=C1N)NC 2,N2-dimethyl-9H-fluorene-2,3-diamine